1-(trans-5-(3-(pyridin-4-yl)phenoxy)octa-hydrocyclopenta[c]pyrrole-2-carbonyl)-1H-pyrazole-3-carboxylic acid N1=CC=C(C=C1)C=1C=C(OC2CC3C(CN(C3)C(=O)N3N=C(C=C3)C(=O)O)C2)C=CC1